FC(C(=O)O)(F)F.CNCC1CCN(CC1)C1=CC=C(C=2N=CC=NC12)C(=O)N 8-{4-[(methylamino)methyl]piperidin-1-yl}quinoxaline-5-carboxamide trifluoroacetate